3-(Butylamino)-5-(4-oxocyclohexyl)-8-(4-(pyrrolidin-1-yl)piperidin-1-yl)pyrimido[4,5-c]isoquinolin-6(5H)-one C(CCC)NC=1N=CC2=C(N(C(C=3C=C(C=CC23)N2CCC(CC2)N2CCCC2)=O)C2CCC(CC2)=O)N1